3,5-Bis(Trifluoromethyl)aniline FC(C=1C=C(N)C=C(C1)C(F)(F)F)(F)F